1-[(2S)-4-(2,3-Dimethylphenyl)-2-methylpiperazin-1-yl]-2-[(3bR,4aR)-3-(4-hydroxypiperidin-1-carbonyl)-3b,4,4a,5-tetrahydro-1H-cyclopropa[3,4]cyclopenta[1,2-c]pyrazol-1-yl]ethan-1-on CC1=C(C=CC=C1C)N1C[C@@H](N(CC1)C(CN1N=C(C2=C1C[C@@H]1[C@H]2C1)C(=O)N1CCC(CC1)O)=O)C